C(C1=CC=CC=C1)OC1=C(/C=C/C=2SC(=C3C2OCCO3)C=O)C=CC(=C1)N(CCCCO[Si](C1=CC=CC=C1)(C1=CC=CC=C1)C(C)(C)C)CCCCO[Si](C1=CC=CC=C1)(C1=CC=CC=C1)C(C)(C)C (E)-7-[2-(benzyloxy)-4-[bis[4-[(tert-butyldiphenylsilyl)oxy]butyl]amino]styryl]-2,3-dihydrothieno[3,4-b][1,4]dioxin-5-carbaldehyde